4-(5-(azetidin-1-yl)-1H-benzo[d]imidazol-2-yl)-6-methoxy-3-(trifluoromethyl)benzene-1,2-diol N1(CCC1)C1=CC2=C(NC(=N2)C=2C(=C(C(=C(C2)OC)O)O)C(F)(F)F)C=C1